2-(5-(3-(1-Methyl-1H-pyrrol-2-yl)phenyl)thiophen-2-yl)-N-(2-morpholinoethyl)acetamid CN1C(=CC=C1)C=1C=C(C=CC1)C1=CC=C(S1)CC(=O)NCCN1CCOCC1